[OH-].C(CCC)N1CN(C=C1)C 1-butyl-3-methylimidazole hydroxide salt